CN(C1=CC=C(C=C1)C1=NC2=C(N1)C=CC(=C2)NC(CN2N=C1C=CC=CC1=C2)=O)C N-(2-(4-(dimethylamino)phenyl)-1H-benzo[d]imidazol-5-yl)-2-(2H-indazol-2-yl)acetamide